stearylmethacrylate C(CCCCCCCCCCCCCCCCC)OC(C(=C)C)=O